2-hydroxy-4-methoxybenzonitrile OC1=C(C#N)C=CC(=C1)OC